5,5-dimethyl-3-hexanol CC(CC(CC)O)(C)C